2-bromo-4,7-dimethyl-1H-indene BrC=1CC2=C(C=CC(=C2C1)C)C